N[C@H](C(=O)O)CC=1C=CC2=C(B(OC2)O)C1 (S)-2-amino-3-(1-hydroxy-1,3-dihydrobenzo[c][1,2]oxaborol-6-yl)propanoic acid